C(C)OC1=C(C=C2CCN([C@H](C2=C1)CCC1=CNC2=CC=C(C=C12)OC)S(=O)(=O)C1CC1)OC (S)-7-ethoxy-6-methoxy-1-(2-(5-methoxy-1H-indol-3-yl)ethyl)-2-cyclopropylsulfonyl-1,2,3,4-tetrahydroisoquinoline